BrC1=C(C=C2C(=NC(=NC2=C1F)OCC12CCCN2C\C(\C1)=C/F)N1C[C@H]2C[C@H]([C@@H](C1)C2)O[Si](C)(C)C(C)(C)C)F 7-bromo-4-((1R,5R,6R)-6-((tert-butyldimethylsilyl)oxy)-3-azabicyclo[3.2.1]octan-3-yl)-6,8-difluoro-2-(((Z)-2-(fluoromethylene)tetrahydro-1H-pyrrolizin-7a(5H)-yl)methoxy)quinazoline